Cl.Cl.COC=1C=C(C=CC1)N1C(=NC2=C1C=C1C(=C2)OCCO1)CCN 2-(1-(3-Methoxyphenyl)-6,7-dihydro-1H-[1,4]dioxino[2',3':4,5]benzo[1,2-d]imidazol-2-yl)ethan-1-amine dihydrochloride